methyl (R)-1-(4-(1-(tert-butoxycarbonyl)azetidin-3-yl)-2,6-dimethyl-benzyl)pyrrolidine-3-carboxylate C(C)(C)(C)OC(=O)N1CC(C1)C1=CC(=C(CN2C[C@@H](CC2)C(=O)OC)C(=C1)C)C